tert-butyl-3-((5-bromo-3-methylpyrazin-2-yl)oxy)azetidine C(C)(C)(C)N1CC(C1)OC1=NC=C(N=C1C)Br